3,5-diallyloxyBenzylbromide C(C=C)OC=1C=C(CBr)C=C(C1)OCC=C